COC(\C=C\CC[C@@H](C(=O)NC=1C(N(C=CC1)CC(=O)NCC(CC)CC)=O)NC(=O)C1=CN=CN1C)=O.OC=1C(=NC=CC1)C(C)=O (3-Hydroxypyridin-2-yl)ethan-1-one (S,E)-methyl-7-(1-(2-(2-ethylbutylamino)-2-oxoethyl)-2-oxo-1,2-dihydro-pyridin-3-ylamino)-6-(1-methyl-1H-imidazole-5-carboxamido)-7-oxohept-2-enoate